(S)-N-(7-methoxy-4-(2-phenylpyrrolidin-1-yl)pyrido[3,2-d]pyrimidin-6-yl)-1-(trifluoromethyl)-1H-pyrazole-4-carboxamide COC1=CC=2N=CN=C(C2N=C1NC(=O)C=1C=NN(C1)C(F)(F)F)N1[C@@H](CCC1)C1=CC=CC=C1